2-(6-((tert-butoxycarbonyl)amino)-4-methyl-5-oxo-5,6,7,8-tetrahydro-4H-pyrazolo[1,5-a][1,3]diazepin-2-yl)ethyl methanesulfonate CS(=O)(=O)OCCC1=NN2C(N(C(C(CC2)NC(=O)OC(C)(C)C)=O)C)=C1